2,3,6,7-Tetrachloronaphthalin ClC1=CC2=CC(=C(C=C2C=C1Cl)Cl)Cl